3,6-bis(phenyl-d5)-9H-carbazole-1,2,4,5,7,8-d6 C1(=C(C(=C(C(=C1[2H])[2H])[2H])[2H])[2H])C1=C(C(=C2NC=3C(=C(C(=C(C3C2=C1[2H])[2H])C1=C(C(=C(C(=C1[2H])[2H])[2H])[2H])[2H])[2H])[2H])[2H])[2H]